OCC=1C=C(C=O)C=C(C1)C(F)(F)F 3-(hydroxymethyl)-5-(trifluoromethyl)benzaldehyde